2-(2,6-dioxopiperidin-3-yl)-5-(4-(methyl(piperidin-4-yl)amino)piperidin-1-yl)isoindoline-1,3-dione O=C1NC(CCC1N1C(C2=CC=C(C=C2C1=O)N1CCC(CC1)N(C1CCNCC1)C)=O)=O